CC=1C=C(C=CC1OC1=CC2=C(N(C=N2)C)C=C1)NC=1C2=C(N=CN1)C=CC(=N2)N2CCN(CC2)C(C=C)=O 1-{4-[4-({3-methyl-4-[(1-methyl-1,3-benzodiazol-5-yl)oxy]phenyl}amino)pyrido[3,2-d]pyrimidin-6-yl]piperazin-1-yl}prop-2-en-1-one